tert-butyl (S)-3-(2-hydroxyethyl)piperidine-1-carboxylate OCC[C@H]1CN(CCC1)C(=O)OC(C)(C)C